CN1C(=NC(=C1)C)CN1CCC(CC1)C=1C=C2CN(C(C2=CC1)=O)C1C(NC(CC1)=O)=O 3-(5-(1-((1,4-dimethyl-1H-imidazol-2-yl)methyl)piperidin-4-yl)-1-oxoisoindolin-2-yl)piperidine-2,6-dione